tert-butyl (1S,2S,5R)-8-benzyl-2-(2-hydroxyethyl)-3,8-diazabicyclo-[3.2.1]octane-3-carboxylate C(C1=CC=CC=C1)N1[C@@H]2[C@@H](N(C[C@H]1CC2)C(=O)OC(C)(C)C)CCO